CC1=NC(=CC2=C1N(C1=CC=CC=C21)C)\C=C\C2=CC=NC1=CC=CC=C21 (E)-1,9-dimethyl-3-(2-(quinoline-4-yl)vinyl)-9H-pyrido[3,4-b]indole